ClC=1C=C(CN2CCN(CC2)CC(=O)NC=2SC=CC2C(=O)N)C=CC1Cl 2-{2-[4-(3,4-Dichlorobenzyl)piperazin-1-yl]acetamido}thiophene-3-carboxamide